(trans)-Methyl 2-(4-(5-(ethoxycarbonyl)-6-(4-fluoro-2-methylphenyl)-2-(thiazol-2-yl)-3,6-dihydropyrimidin-4-yl)cyclohexyl)oxazole-4-carboxylate C(C)OC(=O)C1=C(NC(=NC1C1=C(C=C(C=C1)F)C)C=1SC=CN1)[C@@H]1CC[C@H](CC1)C=1OC=C(N1)C(=O)OC